diphenyltriazinyl[(spirobi[fluoren]yl)dibenzofuranyl]benzene C1(=CC=CC=C1)C1=C(C(=C(C=C1)C1=C(C=CC=2OC3=C(C21)C=CC=C3)C=3C2(C1=CC4=CC=CC=C4C1=CC3)C=CC=C3C1=CC=CC=C1C=C32)C3=NN=NC=C3)C3=CC=CC=C3